benzotriazol-1-yloxyphosphonium hexafluorophosphate (dimethylamino)phosphonium salt CN(C)[PH3+].F[P-](F)(F)(F)(F)F.N1(N=NC2=C1C=CC=C2)O[PH3+].F[P-](F)(F)(F)(F)F